4-O-β-D-glucopyranosyl-D-gluconate [C@@H]1([C@H](O)[C@@H](O)[C@H](O)[C@H](O1)CO)O[C@@H]([C@@H]([C@H](C(=O)[O-])O)O)[C@H](O)CO